[[3-(Benzyloxy)-4-formylphenyl]azanediyl]bis(ethane-2,1-diyl)diacetate C(C1=CC=CC=C1)OC=1C=C(C=CC1C=O)N(CCCC(=O)[O-])CCCC(=O)[O-]